C1=CC=C(C=C1)C2=C3C=C4C=CC(=N4)C=C5C=CC(=CC6=CC(=C(N6)C(=N)C(=C2N)N3N)N)N5 tetraaminophenylporphyrin